4-(4-(dimethylamino)phenyl)-2-(pent-4-enamidomethyl)oxazole CN(C1=CC=C(C=C1)C=1N=C(OC1)CNC(CCC=C)=O)C